C(CCCC)SC(C(=O)O)CCCCCCCC 2-(pentylthio)decanoic acid